(3S,6S,10aS)-6-((tert-butoxycarbonyl)amino)-6-methyl-5-oxodecahydropyrrolo[1,2-a]azocine-3-carboxylic acid C(C)(C)(C)OC(=O)N[C@]1(CCCC[C@@H]2N(C1=O)[C@@H](CC2)C(=O)O)C